Ethyl 2-Methyl-6-phenylpyrazolo[1,5-a]pyrimidine-7-carboxylate CC1=NN2C(N=CC(=C2C(=O)OCC)C2=CC=CC=C2)=C1